NC1=C(C=C(C(=C1)C=C)N)C=C 1,4-diamino-2,5-divinylbenzene